Sodium dihydrogenphosphate, dihydrate O.O.P(=O)(O)(O)[O-].[Na+]